P(=O)(O)(O)OC[C@H](NC(C1=CC=C(NCC2=CN=C3N=C(N)NC(=O)C3=N2)C=C1)=O)C(=O)O Pteroyl-Serine Phosphate